1-Boc-4-ethynylpiperidine C(=O)(OC(C)(C)C)N1CCC(CC1)C#C